ClC=1C=C(CNC2=NC(=NC3=CC=C(C=C23)C=2C(=NOC2C)C)C(=O)O)C=CC1 4-((3-Chlorobenzyl)amino)-6-(3,5-dimethylisoxazol-4-yl)quinazoline-2-carboxylic acid